COC(=O)C1=CC(C2N(CCC3=CC=C(C=C23)Br)C1)=C 10-bromo-1-methylene-1,6,7,11b-tetrahydro-4H-pyrido[2,1-a]isoquinoline-3-carboxylic acid methyl ester